[4-[(E)-[isobutyl-(5-methyl-1,1-dioxo-1,2-benzothiazol-3-yl)hydrazono]methyl]-2-methoxy-phenyl]boronic acid C(C(C)C)N(\N=C\C1=CC(=C(C=C1)B(O)O)OC)C1=NS(C2=C1C=C(C=C2)C)(=O)=O